(3S,4R)-4-{[6-cyano-7-(1-ethylcyclobutyl)pyrrolo[2,1-f][1,2,4]triazin-2-yl]amino}oxan-3-yl acetate C(C)(=O)O[C@@H]1COCC[C@H]1NC1=NN2C(C=N1)=CC(=C2C2(CCC2)CC)C#N